N-(4-((2-(3-oxa-8-azabicyclo[3.2.1]octan-8-yl)pyrimidin-5-yl)oxy)-3-methylphenyl)-1-methoxycyclopropane-1-carboxamide C12COCC(CC1)N2C2=NC=C(C=N2)OC2=C(C=C(C=C2)NC(=O)C2(CC2)OC)C